The molecule is a straight-chain alkane carrying 18 carbon atoms. It has a role as a bacterial metabolite and a plant metabolite. CCCCCCCCCCCCCCCCCC